[Cl].C(CCCCCCCCCCC)N1CN(C=C1)C 1-dodecyl-3-methylimidazole chlorine salt